4-morpholinopyridin-3-amine O1CCN(CC1)C1=C(C=NC=C1)N